Cl.NC(COCC)C1=NC=CC(=C1)NS(=O)(=O)C1CC1 N-(2-(1-amino-2-ethoxyethyl)pyridin-4-yl)cyclopropanesulfonamide hydrochloride